FC=1C=C2CC(N(C2=C(C1)I)C(=O)OC)(C)C Methyl 5-fluoro-7-iodo-2,2-dimethyl-2,3-dihydro-indole-1-carboxylate